(S)-3-((3-(4-Amino-2-methylpyrido[3,2-d]pyrimidin-6-yl)phenyl)ethynyl)-3-hydroxy-1-methylpyrrolidin-2-on NC=1C2=C(N=C(N1)C)C=CC(=N2)C=2C=C(C=CC2)C#C[C@@]2(C(N(CC2)C)=O)O